O.[F-] fluoride compound with water